O=C(CCCCCCCC(=O)O)OC(CC)CCCCCCCC 9-oxo-9-(undecan-3-yloxy)nonanoic acid